Didecyldimethyl-ammonium Chloride [Cl-].C(CCCCCCCCC)[N+](C)(C)CCCCCCCCCC